C1(CC1)NC(C1=C(C=C(C=C1OC(F)F)C1=CN=C2N1C=CC(=C2)OCCN(C)C)OC(F)F)=O N-cyclopropyl-2,6-bis(difluoromethoxy)-4-[7-[2-(dimethylamino)ethoxy]imidazo[1,2-a]pyridin-3-yl]benzamide